C(C)(C)(C)C=1N(C2=CC(=CC=C2C1CN(CC1CCC1)C(=O)OC(C)(C)C)CN)C(=O)OC(C)C=1N=CSC1 1-(Thiazol-4-yl)ethan-1-ol Tert-butyl-6-(aminomethyl)-3-(((tert-butoxycarbonyl)(cyclobutylmethyl)amino)methyl)-1H-indole-1-carboxylate